2-(2-Aminopyridin-4-yl)-N-(6-(pyridin-4-yl)-3H-spiro[benzofuran-2,4'-piperidin]-5-yl)oxazole-4-carboxamide trifluoroacetate FC(C(=O)O)(F)F.NC1=NC=CC(=C1)C=1OC=C(N1)C(=O)NC=1C(=CC2=C(CC3(CCNCC3)O2)C1)C1=CC=NC=C1